C(C)(C)(C)OC(=O)N1CC([C@@H]2[C@H]1C(N(CC2)CC(C(=O)O)(C)C)=O)(F)F 3-((3aS,7aS)-1-(tert-butoxycarbonyl)-3,3-difluoro-7-oxohexahydro-1H-pyrrolo[2,3-c]pyridin-6(2H)-yl)-2,2-dimethylpropanoic acid